(((3-(3-(3-(2,5-dioxo-2,5-dihydro-1H-pyrrol-1-yl)propanamido)propanamido)-4-(((2R,3S,4S,5S,6R)-3,4,5-trihydroxy-6-(hydroxymethyl)tetrahydro-2H-pyran-2-yl)oxy)benzyl)oxy)carbonyl)glycine O=C1N(C(C=C1)=O)CCC(=O)NCCC(=O)NC=1C=C(COC(=O)NCC(=O)O)C=CC1O[C@H]1O[C@@H]([C@H]([C@@H]([C@@H]1O)O)O)CO